FC=1C=C(COC=2C=C3N(C(N2)=O)CC2N3CCC2)C=C(C1OC=1C=NN(C1)C(C)C)F 3-((3,5-Difluoro-4-((1-isopropyl-1H-pyrazol-4-yl)oxy)benzyl)oxy)-7,8,8a,9-tetrahydropyrrolo[1',2':3,4]imidazo[1,2-c]pyrimidin-1(6H)-one